L-(+)-gulono-1,4-lactone C([C@@H]([C@@H]1[C@@H]([C@@H](C(=O)O1)O)O)O)O